(4-hydroxy-2-methoxyphenyl)carbamic acid tert-butyl ester C(C)(C)(C)OC(NC1=C(C=C(C=C1)O)OC)=O